F[C@H]1[C@@H](CNC1)NC(OC(C)(C)C)=O tert-butyl [rac-(trans)-4-fluoropyrrolidin-3-yl]carbamate